FC1CC2=CC=C(C=C2C1OC1=CC=C(C=C1)C(F)(F)F)NC(C=C)=O N-[2-fluoro-3-[4-(trifluoromethyl)phenoxy]-2,3-dihydro-1H-inden-5-yl]acrylamide